3-(3-((tert-butyldiphenylsilyl)oxy)-2,2-dimethylpropyl)-2-(2-(1-methoxyethyl)pyridin-3-yl)-5-(4,4,5,5-tetramethyl-1,3,2-dioxaborolan-2-yl)-1-(2,2,2-trifluoroethyl)-1H-indole [Si](C1=CC=CC=C1)(C1=CC=CC=C1)(C(C)(C)C)OCC(CC1=C(N(C2=CC=C(C=C12)B1OC(C(O1)(C)C)(C)C)CC(F)(F)F)C=1C(=NC=CC1)C(C)OC)(C)C